hexylorthosilicate C(CCCCC)O[Si]([O-])([O-])[O-]